C(C)(C)(C)OC(=O)N[C@@H]1C(N(C2=C(SC1)C=C(C(=C2)C(=O)O)F)CC2=CC=C(C=C2)OC(F)(F)F)=O (R)-3-((tert-butoxycarbonyl)amino)-8-fluoro-4-oxo-5-(4-(trifluoromethoxy)benzyl)-2,3,4,5-tetrahydrobenzo[b][1,4]thiazepine-7-carboxylic acid